O.[Ti] titanium oxyhydride